ClC1=C2C(=NC(=C1)NC1C(COCC1)C)N(C=N2)C 7-chloro-3-methyl-N-(3-methyltetrahydropyran-4-yl)imidazo[4,5-b]pyridin-5-amine